(8-amino-2-(hydroxy(phenyl)methyl)-5-(pyrimidin-4-yl)-[1,2,4]triazolo[1,5-a]pyrazin-6-yl)benzonitrile NC=1C=2N(C(=C(N1)C1=C(C#N)C=CC=C1)C1=NC=NC=C1)N=C(N2)C(C2=CC=CC=C2)O